C(C1=CC=CC=C1)OC=1C(=CC2=C(N(N=N2)C2=NC=C(C=C2)Cl)C1F)F 6-(Benzyloxy)-1-(5-chloropyridin-2-yl)-5,7-difluoro-1H-benzo[d][1,2,3]triazole